O\N=C(/C(=O)NC1=C(C=CC=C1)OC1=CC=CC=C1)\C (Z)-2-hydroxyimino-N-(2-phenoxyphenyl)propanamide